hexahydro-2H-5,8-epiminocyclohepta[d]pyrimidine-10-carboxamide N1CNCC2C1=CC1=CCC2N1C(=O)N